CC1=NC=CC(=C1)NC1=CC2=C(N=C(O2)C2=CC=C(C=C2)NC2=CC(=NC=C2)C)C=C1 N-(2-methylpyridin-4-yl)-2-(4-((2-methylpyridin-4-yl)amino)phenyl)benzo[d]oxazol-6-amine